NCCN1CCN(CC1)CCO 2-(4-(2-aminoethyl)piperazin-1-yl)ethan-1-ol